4,4'-bis[4-(9-carbazolyl)styryl]biphenyl C1=CC=CC=2C3=CC=CC=C3N(C12)C1=CC=C(C=CC2=CC=C(C=C2)C2=CC=C(C=C2)C=CC2=CC=C(C=C2)N2C3=CC=CC=C3C=3C=CC=CC23)C=C1